NC(C(CO[Si](C)(C)C(C)(C)C)(C)NC(=O)C1=C(OC2=C1C=C(C=C2)OC2CCCC2)C)=O N-(1-amino-3-((tert-butyldimethylsilyl)oxy)-2-methyl-1-oxopropan-2-yl)-5-(cyclopentyloxy)-2-methyl-benzofuran-3-carboxamide